4,5-dimethyl-imidazol-2-ylidenegold(I) chloride CC1=NC(N=C1C)=[Au-2]Cl